NC1=C(C(=C(C(=N1)SC(C(=O)N)C1=CC=CC=C1)C#N)OCC)C#N 2-[(6-amino-3,5-dicyano-4-ethoxy-2-pyridinyl)sulfanyl]-2-phenyl-acetamide